2-(isopropyl)methyl-furan C(C)(C)C=1OC=CC1C